N[C@H](C(=O)NCCN(CCNC([C@H](CCCCN)N)=O)CCCN(CCNC([C@H](CCCCN)N)=O)CCNC([C@H](CCCCN)N)=O)CCCCN (2S)-2,6-diamino-N-[2-[3-[bis[2-[[(2S)-2,6-diaminohexanoyl]amino]ethyl]amino]propyl-[2-[[(2S)-2,6-diaminohexanoyl]amino]ethyl]amino]ethyl]hexanamide